2(1H)-benzimidazolone N1C(NC2=C1C=CC=C2)=O